diisopropylbutyl-methoxysilane C(C)(C)[Si](OC)(CCCC)C(C)C